FC(C(=O)O)(F)F.CN(C=1C(=C(C=2C(N1)=NON2)N)CC2=CC=C(C=C2)C(F)(F)F)C N5,N5-Dimethyl-6-{[4-(trifluoromethyl)phenyl]methyl}-[1,2,5]oxadiazolo[3,4-b]pyridine-5,7-diamine Trifluoroacetic Acid Salt